ClC1=CC(=C(C=C1)N[C@@H]1[C@H]([C@@H](N(C2=CC=CC=C12)C(C)=O)C)C)OC ((2S,3R,4R)-4-((4-chloro-2-methoxyphenyl)amino)-2,3-dimethyl-3,4-dihydroquinolin-1(2H)-yl)ethanone